C(C=C)NC(C1=C(C=C(C=C1)[N+](=O)[O-])Br)=O N-allyl-2-bromo-4-nitro-benzamide